CC1(C(NC(C2=CC(=CC=C12)[N+](=O)[O-])=O)=O)C 4,4-dimethyl-7-nitro-4H-isoquinoline-1,3-dione